2,3-DIFLUORO-4'-PENTYLBIPHENYL-4-BORONIC ACID FC1=C(C=CC(=C1F)B(O)O)C1=CC=C(C=C1)CCCCC